FC(OC1=C(C=CC=C1)NC(=O)C=1C2=C(SC1NC(C(F)(F)Cl)=O)CCC2)(F)F 2-(2-Chloro-2,2-difluoro-acetylamino)-5,6-dihydro-4H-cyclopenta[b]thiophene-3-carboxylic acid (2-trifluoromethoxy-phenyl)-amide